FC(S(=O)(=O)OCC(F)F)(F)F 2,2-difluoro-ethyl trifluoro-methanesulfonate